FC(F)(F)N1CC(CC1)O trifluoromethyl-pyrrolidin-3-ol